CCCCCCCCCCCCCCCCCCNC1=NC(=O)N(C=C1)[C@H]2[C@H]([C@@H]([C@H](O2)CO)O)O N4-octadecyl-1-beta-D-arabinofuranosylcytosine